COC1=CC=C(CNC=2C=3N(C4=CC=C(C=C4N2)C2=CC=NN2C2OCCCC2)C=C(C3)CN3CC=CC=C3)C=C1 N-((4-((4-methoxybenzyl)amino)-7-(1-(tetrahydro-2H-pyran-2-yl)-1H-pyrazol-5-yl)pyrrolo[1,2-a]quinoxalin-2-yl)methyl)pyridine